ClC=1N=C2N(C=C(C=C2)N2CCOCC2)C1 4-(2-chloroimidazo[1,2-a]pyridin-6-yl)morpholine